tributyltetradecylphosphonium hydrogen sulfate S(=O)(=O)(O)[O-].C(CCC)[P+](CCCCCCCCCCCCCC)(CCCC)CCCC